(E)-6-(1-(1-(1-(4-(dimethylamino)but-2-enoyl)-3-fluoroazetidine-3-carbonyl)piperidin-4-yl)-3,5-dimethyl-1H-pyrazol-4-yl)-4-methoxypyrazolo[1,5-a]pyridine-3-carbonitrile CN(C/C=C/C(=O)N1CC(C1)(C(=O)N1CCC(CC1)N1N=C(C(=C1C)C=1C=C(C=2N(C1)N=CC2C#N)OC)C)F)C